[Si](C)(C)(C(C)(C)C)O[C@@H]1CN(CC1)C1=C(C=C(C=C1)S(N)(=O)=O)C=1N(C2=CC=CC=C2C1)C(=O)OC(C)(C)C tert-butyl (S)-2-(2-(3-((tert-butyldimethylsilyl)oxy)pyrrolidin-1-yl)-5-sulfamoylphenyl)-1H-indole-1-carboxylate